CC1=C(C(=O)NC=2C=C(C=CC2C(F)(F)F)[C@@H]2[C@@H](C2)C(=O)O)C(=CC(=C1)OC1=NC=2N(C=C1)N=CC2)C (1R,2S)-2-[3-{[2,6-dimethyl-4-(pyrazolo[1,5-a]pyrimidin-5-yloxy)benzoyl]amino}-4-(Trifluoromethyl)phenyl]cyclopropanecarboxylic acid